(2R,3'R)-2-(Methoxymethyl)-1,3'-bipyrrolidine COC[C@@H]1N(CCC1)[C@H]1CNCC1